CC(CCC1C(CCC1C=C)=O)C 2-(3-methyl-butyl)-3-vinyl-cyclopentanone